FC1=CC=C(C=C1)N1CC2(CN(C2)C2=CC(N(C3=CC=CC=C23)C)=O)CC1 4-[6-(4-fluorophenyl)-2,6-diazaspiro[3.4]octan-2-yl]-1-methyl-2-oxo-1,2-dihydroquinoline